methyl 2-(4-bromo-2,6-difluoro-phenyl)acetate BrC1=CC(=C(C(=C1)F)CC(=O)OC)F